FC1=CC(=C(C(=O)OC(C(=O)OCC=C)(C)C)C=C1N1C(N(C(=CC1=O)C(F)(F)F)C)=O)I 1-(Allyloxy)-2-methyl-1-oxopropan-2-yl 4-fluoro-2-iodo-5-(3-methyl-2,6-dioxo-4-(trifluoromethyl)-3,6-dihydropyrimidin-1(2H)-yl)benzoat